NC1CCN2C(CCC2C1)=O racemic-7-aminohexahydroindolizin-3(2H)-one